NC(C(=O)OCC(CO[N+](=O)[O-])O[N+](=O)[O-])CC(=O)[O-] 1-(2,3-dinitrooxy-propyl) 2-amino-succinate